S(O)(O)(=O)=O.CN1C=NC=C1 3-methylimidazole bisulphate salt